C(#N)C1=C(C=C(C(=C1)F)OC)NC(OC1=CC=CC=C1)=O phenyl (2-cyano-4-fluoro-5-methoxyphenyl)carbamate